(S)-6-(5-(4-phenyl-3,4-dihydro-1H-benzo[4,5]imidazo[2,1-c][1,4]oxazin-7-yl)pyrimidin-2-yl)-6-azaspiro[3.4]octan-2-ol C1(=CC=CC=C1)[C@@H]1N2C(COC1)=NC1=C2C=C(C=C1)C=1C=NC(=NC1)N1CC2(CC(C2)O)CC1